ClC1=C(C(=CC(=C1)O)F)C=1C2=C(N(C1C=1C(=NOC1C)C)C(N)=NO)CCC2 3-(2-chloro-6-fluoro-4-hydroxyphenyl)-2-(3,5-dimethylisoxazol-4-yl)-N'-hydroxy-5,6-dihydrocyclopenta[b]pyrrole-1(4H)-carboximidamide